1,1,1-trifluoro-2-(2-(4-methoxybenzyl)-5-methyl-3-(trifluoromethyl)-4,5-dihydro-2H-imidazo[1,5-a]pyrazolo[3,4-c]pyridin-7-yl)propan-2-ol FC(C(C)(O)C1=NC=C2N1C(CC=1C2=NN(C1C(F)(F)F)CC1=CC=C(C=C1)OC)C)(F)F